OC(C)C1OCCC1O 2-(1-hydroxyethyl)tetrahydrofuran-3-ol